BrC1=NC(=C(C=C1F)F)Br 2,6-dibromo-3,5-difluoropyridine